COC(=O)C1=CC=C(C=C1)C1SC(C(N1CCCCCCN1C(SC(C1=O)C)C1=CC=C(C(=O)OC)C=C1)=O)C methyl 4-[3-[6-[2-(4-methoxycarbonylphenyl)-5-methyl-4-oxo-thiazolidin-3-yl]hexyl]-5-methyl-4-oxo-thiazolidin-2-yl]benzoate